5-(9,9-dihexyl-9H-fluoren-2-yl)-2,3-dihydrothiophene C(CCCCC)C1(C2=CC=CC=C2C=2C=CC(=CC12)C1=CCCS1)CCCCCC